NC1=CC2=C(N(C(=N2)C2CCCC(N2C2=CC(=C(C=C2)F)F)=O)[C@@H]2CC[C@H](CC2)OC)C=C1 6-(5-amino-1-((trans)-4-methoxycyclohexyl)-1H-benzo[d]imidazol-2-yl)-1-(3,4-difluorophenyl)piperidin-2-one